(3S)-3-[(3,3-dimethylpyrrolidin-1-yl)methyl]-1,2,3,4-tetrahydroisoquinoline dihydrochloride Cl.Cl.CC1(CN(CC1)C[C@H]1NCC2=CC=CC=C2C1)C